C(C)(C)(C)OC(=O)N1C[C@@H](N(CC1)C=1C2=C(N=CN1)N(C=C2C2CC2)C2=NC=CC(=C2)C#N)C (S)-4-(7-(4-cyanopyridin-2-yl)-5-cyclopropyl-7H-pyrrolo[2,3-d]pyrimidin-4-yl)-3-methylpiperazine-1-carboxylic acid tert-butyl ester